5-methyl-N-(2-(3-(4-methylpiperazin-1-yl)-5-(trifluoromethyl)phenyl)-1H-benz[d]imidazol-5-yl)isoxazole-4-carboxamide CC1=C(C=NO1)C(=O)NC1=CC2=C(NC(=N2)C2=CC(=CC(=C2)C(F)(F)F)N2CCN(CC2)C)C=C1